Methyl (1-((3-chloro-4-fluorophenyl)carbamoyl)-2-methyl-4,5,6,7-tetrahydro-2H-isoindol-4-yl)carbamate ClC=1C=C(C=CC1F)NC(=O)C=1N(C=C2C(CCCC12)NC(OC)=O)C